3-(6-bromopyridin-2-yl)-5-methyl-6,7-dihydro-5H-pyrrolo[2,1-c][1,2,4]triazole BrC1=CC=CC(=N1)C=1N2C(=NN1)CCC2C